(E)-1-(2,4-dibromo-6-fluoro-3-methoxybenzylidene)-2-ethylhydrazine hydrochloride Cl.BrC1=C(\C=N\NCC)C(=CC(=C1OC)Br)F